C(=O)(O)CCNCCNCCC(=O)O 3-[2-(2-carboxyethylamino)ethylamino]-propanoic acid